O1C=NC2=C1C=C(C=C2)C2=CC1=C(N=C(N=C1)OCC)N(C2=O)C2=CC=C(C=C2)OC(F)F 6-(benzo[d]oxazol-6-yl)-8-(4-(difluoromethoxy)phenyl)-2-ethoxypyrido[2,3-d]pyrimidin-7(8H)-one